COC1=NC=CC(=N1)C1=C(C=CC=C1)C1CC(C(O1)=O)=C 5-(2-(2-methoxypyrimidin-4-yl)phenyl)-3-methylenedihydrofuran-2(3H)-one